N3,N3-dimethylpyridazine-3,6-diamine CN(C=1N=NC(=CC1)N)C